9-(7-(4,4,5,5-tetramethyl-1,3,2-dioxaborolan-2-yl)naphtho[1,2-b]benzofuran-5-yl)-9H-carbazole CC1(OB(OC1(C)C)C1=CC=CC2=C1C1=C(O2)C=2C=CC=CC2C(=C1)N1C2=CC=CC=C2C=2C=CC=CC12)C